(2-(benzyloxy)ethyl)-1H-pyrazole-5-carboxamide C(C1=CC=CC=C1)OCCN1N=CC=C1C(=O)N